CN1N=NC2=C1C=CC(=C2C)[C@H](CC(=O)OCC)C2=CC(=C(C=C2)C)CO Ethyl (R)-3-(1,4-dimethyl-1H-benzo[d][1,2,3]triazol-5-yl)-3-(3-(hydroxy-methyl)-4-methylphenyl)propanoate